BrS1C=C(C=C1CCCCCC(C)C)Br 1,3-dibromo-5-isooctylthiophene